Methyl (R)-4-(4-(3-amino-6-chloropyridazin-4-yl)morpholin-2-yl)benzoate NC=1N=NC(=CC1N1C[C@H](OCC1)C1=CC=C(C(=O)OC)C=C1)Cl